C(C)N1CCN(CC1)C1=CC=C(C=C1)NC1=NNC2=CC(=CC=C12)C1=CC=C(C=C1)F N-(4-(4-ethylpiperazin-1-yl)phenyl)-6-(4-fluorophenyl)-1H-indazol-3-amine